4-(1-(methylamino)ethyl)isoquinolin-1(2H)-one hydrobromide Br.CNC(C)C1=CNC(C2=CC=CC=C12)=O